C(=CC1=CC=CC=C1)C1=C(C=C(C=C1)N1N=C2C(=N1)C1=CC=CC=C1C=C2)S(=O)(=O)O.[Na] sodium 2-(4-styryl-3-sulfophenyl)-2H-naphtho[1,2-d]triazole